O=C1N(C=CC=C1C(=O)NC=1C=NC(=CC1)OCC(F)(F)F)C1=C(N=NC=C1)OCC(F)(F)F 2-oxo-1-[3-(2,2,2-trifluoroethoxy)pyridazin-4-yl]-N-[6-(2,2,2-trifluoroethoxy)pyridin-3-yl]-1,2-dihydropyridine-3-carboxamide